3-amino-4-((4-methoxyphenyl)sulfonyl)-2-phenylbutyric acid methyl ester hydrochloride Cl.COC(C(C(CS(=O)(=O)C1=CC=C(C=C1)OC)N)C1=CC=CC=C1)=O